C12CN(CC(CC1)N2)C2=NC=C(C=N2)OC2=NC(=CC(=C2F)CN2CCC(CC2)CC(=O)O)C2=CC(=CC(=C2)Cl)Cl 2-(1-((2-((2-(3,8-diazabicyclo[3.2.1]octan-3-yl)pyrimidin-5-yl)oxy)-6-(3,5-dichlorophenyl)-3-fluoropyridin-4-yl)methyl)piperidin-4-yl)acetic acid